6-[[4-[[(1S)-2-hydroxy-1-phenyl-ethyl]amino]-5-(5-methyl-1H-pyrazol-3-yl)pyrimidin-2-yl]amino]-1,1-dioxo-3,4-dihydro-2H-thiochromen-4-ol OC[C@H](C1=CC=CC=C1)NC1=NC(=NC=C1C1=NNC(=C1)C)NC=1C=C2C(CCS(C2=CC1)(=O)=O)O